CP([O-])(=O)CC.CP([O-])(=O)CC.CP([O-])(=O)CC.[Al+3] aluminum tris(methyl ethyl phosphinate)